(2S,3R)-3-hydroxy-2-({2-methyl-5-[(2-methyl-1,3-thiazol-5-yl)methoxy]furo[2,3-c]pyridin-3-yl}formamido)butanamide O[C@@H]([C@@H](C(=O)N)NC(=O)C1=C(OC2=CN=C(C=C21)OCC2=CN=C(S2)C)C)C